ClC=1C=C2C(=CC1)N(C(C21CCNCC1)=O)CCOC=1C=C2N=CC(N(C2=CC1)C1CC(C1)(C)O)=O 5-chloro-1-[2-({2-oxo-1-[(cis)-3-hydroxy-3-methylcyclobutyl]-1,2-dihydroquinoxalin-6-yl}oxy)ethyl]-1,2-dihydrospiro[indole-3,4'-piperidin]-2-one